CC=1N=C(NC(C1C)=O)N1N=C(C=C1C=1C(=C(C(=O)N)C=CC1)C)C (1-(4,5-dimethyl-6-oxo-1,6-dihydropyrimidin-2-yl)-3-methyl-1H-pyrazol-5-yl)-2-methylbenzamide